NC12CCC(CC1)(C2)NC(=O)C2=NC=1N(C=C2)N=C(C1C1=CC(=NC(=C1)C)Cl)C1=CC(=CC=C1)C#N N-(4-Aminonorbornan-1-yl)-3-(2-chloro-6-methyl-4-pyridyl)-2-(3-cyanophenyl)pyrazolo[1,5-a]pyrimidine-5-carboxamide